N-(5-benzyl-pyrimidin-2-yl)-2-((6-(1-methyl-1H-pyrazol-4-yl)pyrazolo[1,5-a]pyridin-3-yl)amino)acetamide C(C1=CC=CC=C1)C=1C=NC(=NC1)NC(CNC=1C=NN2C1C=CC(=C2)C=2C=NN(C2)C)=O